(E)-1-ethyl-N-(2-(3-(hydroxyamino)-3-oxoprop-1-en-1-yl)phenyl)-1H-indole-2-carboxamide C(C)N1C(=CC2=CC=CC=C12)C(=O)NC1=C(C=CC=C1)\C=C\C(=O)NO